Isochromen C1OC=CC2=CC=CC=C12